1-((6-(cyclopropylamino)-2-(1,3-dioxolan-2-yl)pyridin-3-yl)methyl)-4-methylpiperazin-2-one C1(CC1)NC1=CC=C(C(=N1)C1OCCO1)CN1C(CN(CC1)C)=O